C1(CCCCCC1)NC(COC1=CC=C2C=CC(=CC2=C1)C(CC(=O)OC)C1=CC=C(C=C1)O)=O Methyl 3-(7-(2-(cycloheptylamino)-2-oxoethoxy)naphthalen-2-yl)-3-(4-hydroxyphenyl)propanoate